NC1=NN(C=C1C=1C=C2CCNC(C2=CC1)=O)C=1C=CC(=C(C1)NC(C=C)=O)OC(F)(F)F N-(5-(3-amino-4-(1-oxo-1,2,3,4-tetrahydroisoquinolin-6-yl)-1H-pyrazol-1-yl)-2-(trifluoromethoxy)phenyl)acrylamide